quinoline-2-carboxamide N1=C(C=CC2=CC=CC=C12)C(=O)N